CC1=CC=C(CN2C(C=CC2=O)=O)C=C1 N-(4-methylbenzyl)maleimide